N1(CC1)C(=O)C1=C(C=C(C=C1)NC=1C=2N(C=CN1)C(=CN2)C2=C(C(=C(C=C2)OC)F)F)Cl aziridin-1-yl(2-chloro-4-((3-(2,3-difluoro-4-methoxyphenyl)imidazo[1,2-a]pyrazin-8-yl)amino)phenyl)methanone